CC(C)(OC(=O)NCC=1C=C(C=CC1)N1N=C(C=C1C(=O)O)C(F)(F)F)C [3-[[[(1,1-dimethylethoxy)carbonyl]amino]methyl]phenyl]-3-(trifluoromethyl)-1H-pyrazole-5-carboxylic acid